6-(trifluoromethyl)phenol FC(C1=CC=CC=C1O)(F)F